O[C@@H]1[C@H](O[C@H]([C@@H]([C@H]1O)O)OC1=CC=C2C(=CC(OC2=C1)=O)C)C(=O)O (2S,3S,4S,5R,6S)-3,4,5-Trihydroxy-6-(4-methyl-7-coumarinyloxy)tetrahydro-2H-pyran-2-carboxylic acid